ClC1N(C=2C=NC=CC2C=2C1=NN(N2)C)C chloro-2,5-dimethyl-4,5-dihydro-2H-[1,2,3]triazolo[4,5-c][1,7]naphthyridine